NCCN1CC2N(C(CCN2C(C2=CC=C(C=C2)OC(F)F)=O)=O)C(C1=O)C 8-(2-aminoethyl)-1-(4-(difluoromethoxy)benzoyl)-6-methylhexahydro-4H-pyrazino[1,2-a]pyrimidine-4,7(6H)-dione